FC(C1=NN=C(S1)C1=NC=C2N1C=C(C=C2N2CCN(CC2)C(C2=CC=NC=C2)=O)S(=O)(=O)NC2(CC2)C)F 3-(5-(difluoromethyl)-1,3,4-thiadiazol-2-yl)-8-(4-isonicotinoylpiperazin-1-yl)-N-(1-methylcyclopropyl)imidazo[1,5-a]pyridine-6-sulfonamide